tert-butyl 4-(6-(2-(acetylthio)ethyl)-5-bromo-2-methoxypyridin-3-yl)piperidine-1-carboxylate C(C)(=O)SCCC1=C(C=C(C(=N1)OC)C1CCN(CC1)C(=O)OC(C)(C)C)Br